5,6-dihydro-4H-1,3-thiazin-2-amine hydrobromide Br.S1C(=NCCC1)N